C/C(/C(=O)O)=C\C=1SC=C(C1)C1=C(C=C(C=C1)C#N)Cl (E)-2-methyl-3-(4-(2-chloro-4-cyanophenyl)thiophen-2-yl)acrylic acid